Benzyl [({N-[(9H-fluoren-9-ylmethoxy)carbonyl]glycylglycyl-L-phenylalanyl}amino)methoxy]acetate C1=CC=CC=2C3=CC=CC=C3C(C12)COC(=O)NCC(=O)NCC(=O)N[C@@H](CC1=CC=CC=C1)C(=O)NCOCC(=O)OCC1=CC=CC=C1